ClC1=C(C(C2=CC=CC=C2)(C2=CC=CC=C2)Cl)C=CC=C1 2-chlorotrityl chloride